7-allyl-2-chloro-9-cyclopentyl-5-methyl-8,9-dihydro-5H-pyrimido[4,5-b][1,4]diazepine-6(7H)-one C(C=C)C1C(N(C2=C(N(C1)C1CCCC1)N=C(N=C2)Cl)C)=O